FC=1C=C(C=NC1)C(C)O 1-(5-fluoropyridin-3-yl)ethan-1-ol